6-nitroamino-1,2,4-triazolo[4,3-b][1,2,4,5]tetrazine [N+](=O)([O-])NC=1N=NC=2N(N1)C=NN2